OCCOCCOC1(NC2=CC=NC=C2C(C1)=O)CO 2-(2-(2-hydroxyethoxy)ethoxy)-2-(hydroxymethyl)-1,6-naphthyridin-4(1H)-one